N-(5-iodo-4-(methylsulfonyl)-7-toluenesulfonyl-7H-pyrrolo[2,3-d]pyrimidin-2-yl)cyclopropanecarboxamide IC1=CN(C=2N=C(N=C(C21)S(=O)(=O)C)NC(=O)C2CC2)S(=O)(=O)CC2=CC=CC=C2